ONC(/C=C/C1=C(C=CC=C1)NC(C1=C(C=CC=C1)OC1=CC=C(C=C1)C(F)(F)F)=O)=O (E)-N-(2-(3-(hydroxyamino)-3-oxoprop-1-en-1-yl)phenyl)-2-(4-(trifluoromethyl)phenoxy)benzamide